4-(2-((1R,3r,5S)-3-((5-cyclopropyl-3-(2,6-dichlorophenyl)isoxazol-4-yl)methoxy)-8-azabicyclo[3.2.1]octan-8-yl)thiazol-4-yl)-3-fluorobenzoic acid C1(CC1)C1=C(C(=NO1)C1=C(C=CC=C1Cl)Cl)COC1C[C@H]2CC[C@@H](C1)N2C=2SC=C(N2)C2=C(C=C(C(=O)O)C=C2)F